3-(2,6-difluorophenyl)-2-methyl-7-(propan-2-yl)pyrazolo[1,5-a]pyridine-6-carboxylic acid methyl ester COC(=O)C=1C=CC=2N(C1C(C)C)N=C(C2C2=C(C=CC=C2F)F)C